(R,E)-5-(2,4-dioxoimidazolidin-1-yl)-N-(1-(3-isobutoxyphenyl)ethyl)pent-3-ene-1-sulfonamide O=C1N(CC(N1)=O)C/C=C/CCS(=O)(=O)N[C@H](C)C1=CC(=CC=C1)OCC(C)C